C(C)C(COC(=O)C1CCC(CC1)C(=O)OCC(CCCC)CC)CCCC Di-(2-ethylhexyl)-cyclohexan-1,4-dicarboxylat